(1-n-butyl-4-piperidinyl)-1-propanone C(CCC)N1CCC(CC1)C(CC)=O